3-bromo-N6-(3-methylisothiazol-5-yl)-N4-((1r,4r)-4-morpholinocyclohexyl)-1H-pyrazolo[3,4-d]pyrimidine-4,6-diamine BrC1=NNC2=NC(=NC(=C21)NC2CCC(CC2)N2CCOCC2)NC2=CC(=NS2)C